(3-Bromo-1,1,1-trifluoropropan-2-yl)-carbamic acid tert-butyl ester C(C)(C)(C)OC(NC(C(F)(F)F)CBr)=O